C(C)(=O)OC1O[C@@H]([C@H]([C@@H]([C@H]1NC(=O)C1CCC1)OC(C)=O)OC(C)=O)COC(C)=O (3R,4R,5S,6R)-6-(acetoxymethyl)-3-(cyclobutanecarboxamido)tetrahydro-2H-pyran-2,4,5-triyl triacetate